Cl.ClC1=CC=C(C2=C1C=CO2)[C@@H]2COC1=C(O2)C=CC=C1C1CCNCC1 (R)-4-(2-(4-chlorobenzofuran-7-yl)-2,3-dihydrobenzo[b][1,4]dioxin-5-yl)piperidine HCl salt